ClC=1C(=CC=C2C(C(NC12)=O)(C)C)F 7-chloro-6-fluoro-3,3-dimethylindolin-2-one